azido-N-(2-((4-(iodomethyl)phenyl)amino)-2-oxoethyl)hexanamide N(=[N+]=[N-])C(C(=O)NCC(=O)NC1=CC=C(C=C1)CI)CCCC